(R)-tert-butyl 4-(8-(4-([1,2,4]triazolo[1,5-a]pyridin-7-yloxy)-2-fluoro-3-methylphenylamino)pyrimido[5,4-d]pyrimidin-2-yl)-2-methylpiperazine-1-carboxylate N=1C=NN2C1C=C(C=C2)OC2=C(C(=C(C=C2)NC2=NC=NC1=C2N=C(N=C1)N1C[C@H](N(CC1)C(=O)OC(C)(C)C)C)F)C